C(C(C)C)N1CC(NCC1)=O 4-isobutyl-2-oxopiperazin